CC1(C(CC2=CC=CC=C12)NC1=NC=C(C=C1)C(C(F)(F)F)NC)C N-(1,1-Dimethyl-2,3-dihydro-1H-inden-2-yl)-5-(2,2,2-trifluoro-1-(methylamino)ethyl)pyridin-2-amine